5-[5-(trifluoromethyl)-2-thienyl]naphthalene-2-carboxylic acid FC(C1=CC=C(S1)C1=C2C=CC(=CC2=CC=C1)C(=O)O)(F)F